2-(2-1-menthyloxyethyl)ethanol C1(CCC(CC1)C(C)C)(C)OCCCCO